5-(3,4,5-trifluorophenyl)pyridine-3-sulfonamide FC=1C=C(C=C(C1F)F)C=1C=C(C=NC1)S(=O)(=O)N